tert-butyl (2S)-2-{[(1s)-1-cyano-2-{3'-[(methylsulfonyl)oxy]biphenyl-4-yl}ethyl]carbamoyl}-1,4-oxazepane-4-carboxylate C(#N)[C@H](CC1=CC=C(C=C1)C1=CC(=CC=C1)OS(=O)(=O)C)NC(=O)[C@H]1OCCCN(C1)C(=O)OC(C)(C)C